N-(3-fluoro-4-((6-methoxy-7-(2-(3-methoxyazetidin-1-yl)ethoxy)quinolin-4-yl)oxy)phenyl)-5-(4-fluorophenyl)-6-oxo-2,3,5,6-tetrahydrofuro[3,2-c]pyridine-7-carboxamide FC=1C=C(C=CC1OC1=CC=NC2=CC(=C(C=C12)OC)OCCN1CC(C1)OC)NC(=O)C1=C2C(=CN(C1=O)C1=CC=C(C=C1)F)CCO2